5-(5-(5-((-)-3-cyclopropyl-1-((R)-1,1-dimethylethylsulfinamido)-1-phenylpropyl)-2-fluorophenylcarbamoyl)-3-(trifluoromethyl)-1H-pyrazol-1-yl)benzylcarbamate C1(CC1)CCC(C1=CC=CC=C1)(N[S@](=O)C(C)(C)C)C=1C=CC(=C(C1)NC(=O)C1=CC(=NN1C=1C=CC=C(CNC([O-])=O)C1)C(F)(F)F)F